CC1(CN(CC1)C1=CC2=C(C3=C(C(C=C(N3CC2)OC[C@H]2OCCOC2)=O)C)C=C1)C 9-(3,3-dimethylpyrrolidin-1-yl)-4-[[(2S)-1,4-dioxan-2-yl]methoxy]-1-methyl-6,7-dihydrobenzo[a]quinolizin-2-one